(S)-N1-(1-(2-(2-Adamantylamino)-2-oxoethyl)-2-oxo-1,2-dihydropyridin-3-yl)-N6-methyl-5-oxo-2-(2H-tetrazol-5-carboxamido)hexandiamid C12C(C3CC(CC(C1)C3)C2)NC(CN2C(C(=CC=C2)NC([C@H](CCC(C(=O)NC)=O)NC(=O)C=2N=NNN2)=O)=O)=O